3-(azetidin-1-yl)-N-((R)-2-fluoro-1-phenylethyl)-2-methylpropanamide N1(CCC1)CC(C(=O)N[C@@H](CF)C1=CC=CC=C1)C